COC=1C=C(CCNC(=O)C=2C(=NC(=NC2)SC)N2CCN(CC2)CCO)C=CC1OC N-(3,4-dimethoxyphenethyl)-4-(4-(2-hydroxyethyl)piperazin-1-yl)-2-(methylthio)pyrimidine-5-carboxamide